(2'-hydroxy-5'-methyl-phenyl)benzotriazole tert-butyl-peroxypivalate tertiary hexyl-peroxypivalate C(C)(C)(CCC)CC(C(=O)OO)(C)C.C(C)(C)(C)CC(C(=O)OO)(C)C.OC1=C(C=C(C=C1)C)C1=CC=CC=2NN=NC21